C1(=CC=C(C=C1)CNC1=C2N=CN(C2=NC(=N1)N1CCNCC1)C1CCC1)C1=CC=CC=C1 N-([1,1'-biphenyl]-4-ylmethyl)-9-cyclobutyl-2-(piperazin-1-yl)-9H-purin-6-amine